C(C)(C)(C)N(C(O)=O)[C@@H](C\C=C\C(=O)N1N=C(C=C1C1=CC=CC=C1)C1=CC=CC=C1)C1=CC=CC=C1.ClC1=CC(=C(C=N1)N1CCOCC1)F 4-(6-chloro-4-fluoropyridin-3-yl)morpholine tert-Butyl-(S,E)-(5-(3,5-diphenyl-1H-pyrazol-1-yl)-5-oxo-1-phenylpent-3-en-1-yl)carbamate